1-cyclopropyl-N'-((3-methyl-2-(trifluoromethyl)-6,7-dihydro-5H-cyclopenta[b]pyridin-4-yl)carbamoyl)-1H-pyrazole-3-sulfonimidamide C1(CC1)N1N=C(C=C1)S(=O)(N)=NC(NC1=C2C(=NC(=C1C)C(F)(F)F)CCC2)=O